tert-butyl (2-amino-3-(4-(4,4,5,5-tetramethyl-1,3,2-dioxaborolan-2-yl)-1H-pyrazol-1-yl)propyl)carbamate NC(CNC(OC(C)(C)C)=O)CN1N=CC(=C1)B1OC(C(O1)(C)C)(C)C